tert-butyl 4-((6-(5-cyanopyrazin-2-ylamino)-3-(4-fluoro-3-methylphenyl)pyridazin-4-ylamino)methyl)piperidine-1-carboxylate C(#N)C=1N=CC(=NC1)NC1=CC(=C(N=N1)C1=CC(=C(C=C1)F)C)NCC1CCN(CC1)C(=O)OC(C)(C)C